methyl 3-(bis(4-methoxybenzyl)amino)-5-chloropyrazine-2-carboxylate COC1=CC=C(CN(C=2C(=NC=C(N2)Cl)C(=O)OC)CC2=CC=C(C=C2)OC)C=C1